1-[6-[5-[(6-methylpyridazin-3-yl)amino]benzimidazol-1-yl]-2-[5-methyl-3-(trifluoromethyl)-6,7-dihydro-4H-pyrazolo[4,3-c]pyridin-1-yl]-3-pyridyl]ethanone CC1=CC=C(N=N1)NC1=CC2=C(N(C=N2)C2=CC=C(C(=N2)N2N=C(C=3CN(CCC32)C)C(F)(F)F)C(C)=O)C=C1